4-(benzofuran-3-yl)-1H-imidazole O1C=C(C2=C1C=CC=C2)C=2N=CNC2